ethyl 4,9-dioxo-4,9-dihydrothiazolo[5,4-g]quinoline-2-carboxylate O=C1C2=C(C(C=3C=CC=NC13)=O)SC(=N2)C(=O)OCC